CN(C(C(=O)C1=CC=C(C=C1)N1CCOCC1)(CC)CC1=CC=C(C=C1)C)C 2-dimethylamino-2-(4-methylbenzyl)-1-(4-morpholinophenyl)-butan-1-one